N[C@@]1(CN(CC1)C1=C(C(=NC=C1C(=O)N[C@@H](C)C1CC1)C(F)(F)F)C1=CC(=CC(=C1)F)F)C 4-((S)-3-amino-3-methylpyrrolidin-1-yl)-N-((S)-1-cyclopropylethyl)-5-(3,5-difluorophenyl)-6-(trifluoromethyl)nicotinamide